N-(3-chloro-2-fluoro-6-(1H-tetrazol-1-yl)benzyl)-1-((6-cyclopropylimidazo[1,2-a]pyridin-2-yl)methyl)-1H-pyrazole-4-carboxamide ClC=1C(=C(CNC(=O)C=2C=NN(C2)CC=2N=C3N(C=C(C=C3)C3CC3)C2)C(=CC1)N1N=NN=C1)F